C(C)(=O)OC=1C(=NC=CC1OC)C(N[C@H](C(=O)NN=C(C1=CC=C(C=C1)Cl)C1=CC=C(C=C1)Cl)C)=O (S)-2-((1-(2-(bis(4-chlorophenyl)methylene)hydrazineyl)-1-oxopropan-2-yl)carbamoyl)-4-methoxypyridin-3-yl acetate